3-cyclopropyl-1-[(6-methyloxan-2-yl)methyl]-4-(trifluoromethyl)-1H-pyrazole-5-carboxylic acid C1(CC1)C1=NN(C(=C1C(F)(F)F)C(=O)O)CC1OC(CCC1)C